O=C([C@H](O)[C@@H](O)[C@H](O)[C@H](O)CO)O.CC1(N=C(N=C(N1)NCC1=CC=C(C=C1)C)NCCCCCCCC)C 6,6-dimethyl-N2-(4-methylbenzyl)-N4-octyl-1,6-dihydro-[1,3,5]-triazine-2,4-diamine gluconate